FC1=C(CNC2=NN=C3N2C=C(C=C3)C(F)(F)F)C=CC(=C1)B1OC(C(O1)(C)C)(C)C N-(2-Fluoro-4-(4,4,5,5-tetramethyl-1,3,2-dioxaborolan-2-yl)benzyl)-6-(trifluoromethyl)-[1,2,4]triazolo[4,3-a]pyridin-3-amine